4-[3-[2,6-Dichloro-4-[6-(oxetan-3-yl)-3,6-diazabicyclo[3.1.1]heptan-3-yl]benzoyl]-2,4-dihydro-1,3-benzoxazin-8-yl]-5-fluoro-2-(3-oxa-8-azabicyclo[3.2.1]octan-8-yl)benzoic acid ClC1=C(C(=O)N2COC3=C(C2)C=CC=C3C3=CC(=C(C(=O)O)C=C3F)N3C2COCC3CC2)C(=CC(=C1)N1CC2N(C(C1)C2)C2COC2)Cl